OC1=C(C2=CC=CC=C2C=C1)C1=C(C2=CC=CC=C2C(=C1)NS(=O)(=O)C1=CC=C(C=C1)OC)OC(=O)NC[C@@H]1N(CCC1)C(=O)OC(C)(C)C.BrC1=CC=C(C=C1)C(=C)C1=CC=C(C=C1)Br 1,1-bis(4-bromophenyl) ethylene Tert-butyl (2R)-2-(((((2-hydroxy-4'-((4-methoxyphenyl)sulfonamido)-[1,2'-binaphthalen]-1'-yl)oxy)carbonyl)amino)methyl)pyrrolidine-1-carboxylate